7-(7-(difluoromethyl)-6-(1-methyl-2-oxo-1,2-dihydropyridin-3-yl)-3,4-dihydroquinolin-1(2H)-yl)-1,3-dimethyl-5-(tetrahydro-2H-pyran-4-yl)-1,6-naphthyridin-2(1H)-one FC(C1=C(C=C2CCCN(C2=C1)C1=NC(=C2C=C(C(N(C2=C1)C)=O)C)C1CCOCC1)C=1C(N(C=CC1)C)=O)F